N[C@@H]1[C@@H](CCC1)NC(=O)C=1SC=2N=CC=C3N(C(NC1C23)=O)C2=NC=NC(=C2)C2=CC=CC=C2 N-((1R,2S)-2-Aminocyclopentyl)-4-oxo-5-(6-phenylpyrimidin-4-yl)-4,5-dihydro-3H-1-thia-3,5,8-triazaacenaphthylene-2-carboxamide